N-{5-[2-(2-methoxyethoxy)ethoxy]pyridin-2-yl}azetidine-3-carboxamide trifluoroacetate FC(C(=O)O)(F)F.COCCOCCOC=1C=CC(=NC1)NC(=O)C1CNC1